2-(chloroethyl)ethylenediamine ClCCC(CN)N